methyl (S)-2-((2-(3-fluoro-4-(methylcarbamoyl)-1H-pyrrol-2-yl)-7-methylimidazo[1,2-a]pyridin-3-yl)methyl)morpholine-4-carboxylate FC1=C(NC=C1C(NC)=O)C=1N=C2N(C=CC(=C2)C)C1C[C@H]1CN(CCO1)C(=O)OC